(1-(5-(2-chloro-4-phenoxybenzoyl)-7H-pyrrolo[2,3-d]pyrimidin-4-yl)piperidin-4-yl)(piperazin-1-yl)methanone ClC1=C(C(=O)C2=CNC=3N=CN=C(C32)N3CCC(CC3)C(=O)N3CCNCC3)C=CC(=C1)OC1=CC=CC=C1